(R)-2-(3',3'-dimethyl-6-nitrospiro[chromene-2,2'-indolin]-1'-yl)ethyl tridecanoate C(CCCCCCCCCCCC)(=O)OCCN1[C@@]2(C(C3=CC=CC=C13)(C)C)OC1=CC=C(C=C1C=C2)[N+](=O)[O-]